1-[6-[4-[6-Chloro-4-(trifluoromethyl)-2-pyridyl]piperazin-1-yl]sulfonylindolin-1-yl]ethanone ClC1=CC(=CC(=N1)N1CCN(CC1)S(=O)(=O)C1=CC=C2CCN(C2=C1)C(C)=O)C(F)(F)F